O=C1NC=C(C=2C1=CN(N2)COCC[Si](C)(C)C)C(=O)N 4-oxo-2-{[2-(trimethylsilyl)ethoxy]Methyl}-2H,4H,5H-pyrazolo[4,3-c]Pyridine-7-carboxamide